D-1-thiogalactose S=C[C@H](O)[C@@H](O)[C@@H](O)[C@H](O)CO